2-(1H-benzotriazol-1-yl)-1,1,3,3-tetramethyluronium hexa-fluorophosphate F[P-](F)(F)(F)(F)F.N1(N=NC2=C1C=CC=C2)OC(=[N+](C)C)N(C)C